2-chloro-N,N-dimethyl-ethylamine hydrochloride Cl.ClCCN(C)C